(S)-(9H-fluoren-9-yl)methyl (4-amino-5-(diethylamino)-5-oxopentyl)carbamate N[C@@H](CCCNC(OCC1C2=CC=CC=C2C=2C=CC=CC12)=O)C(=O)N(CC)CC